C(CCCCCCCCCCCCCCCCCCCCC)(=O)[O-].C(O)[NH-] methylolamid behenate